C(C)OCCNC(C1=C(C=C(C=C1)CC=1C=C2C(N(C=NC2=C(C1C)C)[C@@H]1[C@H](COCC1)O)=O)F)=O N-(2-ethoxyethyl)-2-fluoro-4-((3-((3R,4S)-3-hydroxytetrahydro-2H-pyran-4-yl)-7,8-dimethyl-4-oxo-3,4-dihydroquinazolin-6-yl)methyl)benzamide